ClC1=C(C#N)C=CC(=C1)N1CC2(C[C@@H]1C)CCN(CC2)C2=CC=C(C=C2)C(=O)N2CCC1(CC(C1)N1CCN(CC1)C1=CC=C(C=C1)N1C(NC(CC1)=O)=O)CC2 (S)-2-Chloro-4-(8-(4-(2-(4-(4-(2,4-dioxotetrahydropyrimidin-1(2H)-yl)phenyl)piperazin-1-yl)-7-azaspiro[3.5]nonane-7-carbonyl)phenyl)-3-methyl-2,8-diazaspiro[4.5]decan-2-yl)benzonitrile